2-(4-cyclopropyl-phenyl)-N-((5-(2,6-dioxopiperidin-3-yl)-4-oxo-5,6-dihydro-4H-thieno[3,4-c]pyrrol-1-yl)methyl)-2-oxoacetamide C1(CC1)C1=CC=C(C=C1)C(C(=O)NCC=1SC=C2C1CN(C2=O)C2C(NC(CC2)=O)=O)=O